NC1=C(OC2=C(C=CC=C2)O)C=CC=C1 (aminophenoxy)phenol